(1r,3r)-N-(2,2-difluoroethyl)-3-((4-methoxy-5-(1-methyl-1H-benzo[d][1,2,3]triazol-6-yl)pyrrolo[2,1-f][1,2,4]triazin-2-yl)amino)-1-methylcyclobutane-1-carboxamide FC(CNC(=O)C1(CC(C1)NC1=NN2C(C(=N1)OC)=C(C=C2)C=2C=CC1=C(N(N=N1)C)C2)C)F